OC1=C(C(=CC(=C1)C(F)(F)F)C)C1=CC=C(N=N1)C(=O)OC methyl 6-[2-hydroxy-6-methyl-4-(trifluoromethyl)phenyl]pyridazine-3-carboxylate